C(C)C1=C(C=C(C=C1)C(C)(C)C=1NC2=CC(=CC=C2C1)I)N1CCC(CC1)N1CCOCC1 2-(2-(4-Ethyl-3-(4-morpholinopiperidin-1-yl)phenyl)propan-2-yl)-6-iodo-1H-indole